fluoroanthracenyl-carboxylic acid FC1=C(C2=CC3=CC=CC=C3C=C2C=C1)C(=O)O